t-butyl-isopropylbenzene C(C)(C)(C)C1=C(C=CC=C1)C(C)C